(thiophen-2-yl)-4-(5-(trifluoromethyl)-1,2,4-oxadiazol-3-yl)benzamide S1C(=CC=C1)C1=C(C(=O)N)C=CC(=C1)C1=NOC(=N1)C(F)(F)F